5-(4-((3-ethyl-2,4-dioxo-1,2,3,4-tetrahydroquinazolin-7-yl)methyl)piperazin-1-yl)-3-fluoro-N,6-dimethylpicolinamide C(C)N1C(NC2=CC(=CC=C2C1=O)CN1CCN(CC1)C=1C=C(C(=NC1C)C(=O)NC)F)=O